6-bromo-8-methyl-2-(methylsulfanyl)-5-[2-(triisopropylsilyl)ethynyl]pyrido[2,3-d]pyrimidin-7-one BrC1=C(C2=C(N=C(N=C2)SC)N(C1=O)C)C#C[Si](C(C)C)(C(C)C)C(C)C